C(#N)[C@H](CC1=CC=C(C=C1)C=1C=CC2=C(N(C(O2)=O)C)C1)NC(=O)[C@H]1OC[C@@H](CNC1)O |o1:27| (2S,6R*)-N-[(1S)-1-cyano-2-[4-(3-methyl-2-oxo-2,3-dihydro-1,3-benzoxazol-5-yl)phenyl]ethyl]-6-hydroxy-1,4-oxazepane-2-carboxamide